BrC1=C(C=C(C(=C1)O)Br)O 1,4-dibromo-2,5-dihydroxybenzene